2,5-dihydroanisole C=1(CC=CCC1)OC